FC1=C(C=CC(=C1)F)C(C(F)(F)C1=CC=C(C=N1)OC1=CC=C(C#N)C=C1)(CN1N=CN=C1S)O 4-[[6-[2-(2,4-Difluorophenyl)-1,1-difluoro-2-hydroxy-3-(5-sulfanyl-1,2,4-triazol-1-yl)propyl]-3-pyridyl]oxy]benzonitril